2-(2-methoxyphenoxy)acetaldehyde COC1=C(OCC=O)C=CC=C1